(3-nitrophenyl)-1,2,4-oxadiazole [N+](=O)([O-])C=1C=C(C=CC1)C1=NOC=N1